ClC=1C=C2C(=NC1C(C)N1C[C@@H](N(C[C@H]1C)C=1C=3N=C(N(C3N(C(N1)=O)C)CC)CC#N)C)OC(CO2)(C)C 2-(6-((2S,5R)-4-(1-(7-chloro-3,3-dimethyl-2,3-dihydro-[1,4]dioxino[2,3-b]pyridin-6-yl)ethyl)-2,5-dimethylpiperazin-1-yl)-9-ethyl-3-methyl-2-oxo-3,9-dihydro-2H-purin-8-yl)acetonitrile